1-[1-(oxan-2-yl)-1H-pyrazol-3-yl]propan-1-one O1C(CCCC1)N1N=C(C=C1)C(CC)=O